C(C)C=1C(C2=C(C=CC(=C2C(C1)=O)O)O)=O 2-ethyl-5,8-dihydroxy-1,4-naphthoquinone